N-{4-[2-(2-Chlorophenyl)acetamido]pyridin-2-yl}-N-(3-cyano-5-fluorophenyl)acetamide ClC1=C(C=CC=C1)CC(=O)NC1=CC(=NC=C1)N(C(C)=O)C1=CC(=CC(=C1)F)C#N